N-((3aR,5s,6aS)-2-(5-(3-cyano-6-(1-methyl-1H-pyrazol-3-yl)pyrazolo[1,5-a]pyridin-4-yl)pyrazin-2-yl)-5-methyloctahydrocyclopenta[c]pyrrol-5-yl)-3-fluoropicolinamide C(#N)C=1C=NN2C1C(=CC(=C2)C2=NN(C=C2)C)C=2N=CC(=NC2)N2C[C@@H]1[C@H](C2)CC(C1)(C)NC(C1=NC=CC=C1F)=O